CC=1C=C(C=NC1)CN1C(NC2=NC=C(C=C21)C2=CC(=CC=C2)C(F)(F)F)=O 1-[(5-methyl-3-pyridyl)methyl]-6-[3-(trifluoromethyl)phenyl]-3H-imidazo[4,5-b]pyridin-2-one